C(CC=C)OC1=NC(=NC(=N1)Cl)Cl 2-(but-3-en-1-yloxy)-4,6-dichloro-1,3,5-triazine